C(#N)N1[C@H]([C@H](CC1)C=1C(=NC=C(C1)C1=CC=C(C=C1)F)C(=O)N)C ((cis)-1-cyano-2-methylpyrrolidin-3-yl)-5-(4-fluorophenyl)pyridineamide